ClCC1=CC=C(C(=O)NC(C)C)C=C1 4-(chloromethyl)-N-isopropylbenzamide